NC1=NC=CC2=CC(=CC=C12)CNC(=O)C1=NC=CN=C1Cl N-((1-aminoisoquinolin-6-yl)methyl)-3-chloropyrazine-2-carboxamide